C(C)OC1(CN(C1)C=1C2=C(C(=NC1)OC)N=C(S2)[NH-])C [7-(3-ethoxy-3-methyl-azetidin-1-yl)-4-methoxy-thiazolo[4,5-c]pyridin-2-yl]-amid